O[C@H](COC=1C=C(C=CC1)S(=O)(=O)CC(=O)N)CN[C@H]1COC2(C1)CCN(CC2)S(=O)(=O)C=2C=C1C=CC=NC1=CC2 2-(3-((S)-2-hydroxy-3-((R)-8-(quinolin-6-ylsulfonyl)-1-oxa-8-azaspiro[4.5]decan-3-ylamino)propoxy)benzenesulfonyl)acetamide